N1=CC=CC2=C(C=C3C=CC=NC3=C12)NC(C)=O N-(1,10-phenanthroline-5-yl)acetamide